FC=1C=C(C=C2C=NN(C12)C1OCCCC1)NC(OC(C)(C)C)=O tert-butyl N-(7-fluoro-1-tetrahydropyran-2-yl-indazol-5-yl)carbamate